tert-Butyl (2R,5R)-4-(2-(6-(4-fluorobenzyl)-3,3-dimethyl-2,3-dihydro-1H-pyrrolo[3,2-c]pyridin-1-yl)-2-oxoethyl)-5-(hydroxymethyl)-2-methylpiperazine-1-carboxylate FC1=CC=C(CC2=CC3=C(C=N2)C(CN3C(CN3C[C@H](N(C[C@@H]3CO)C(=O)OC(C)(C)C)C)=O)(C)C)C=C1